C1=CC=CC=2C3=CC=CC=C3C(C12)COC(=O)N[C@H](C(=O)O)CC1(CC1)C (2S)-2-(9H-fluoren-9-ylmethoxycarbonylamino)-3-(1-methylcyclopropyl)propanoic acid